tert-butyl (1r,2s,5s)-2-(hydroxymethyl)-3-azabicyclo[3.1.0]hexane-3-carboxylate OC[C@@H]1[C@@H]2C[C@@H]2CN1C(=O)OC(C)(C)C